2,7-diaza-anthracene-3,6-dicarboxylic acid C1=NC(=CC2=CC3=CC(=NC=C3C=C12)C(=O)O)C(=O)O